8-bromo-2'-O-methyladenosine BrC=1N([C@H]2[C@H](OC)[C@H](O)[C@@H](CO)O2)C=2N=CN=C(C2N1)N